S(=O)(=O)=C1C(C(=O)N(C)C)C=CC=C1 sulfonyl-N,N-dimethylbenzamide